ethyl ((E)-3-(1-(4-fluorobenzamido)-2,3-dihydro-1H-inden-5-yl) acrylate) FC1=CC=C(C(=O)NC2CCC3=CC(=CC=C23)/C=C/C(=O)OCC)C=C1